C1(CCCC1)C(C(=O)NC1=CC=C(C=C1)F)C cyclopentyl-N-(4-fluorophenyl)propanamide